N1CC(C1)N1CCC(CC1)C1=CC(=C(C=C1C)NC1=NC=C(C(=N1)NC1=C(C=CC=C1)S(=O)(=O)C(C)C)Cl)OC(C)C N2-(4-(1-(azetidin-3-yl)piperidin-4-yl)-2-isopropoxy-5-methylphenyl)-5-chloro-N4-(2-(isopropylsulfonyl)phenyl)pyrimidine-2,4-diamine